C(C)NC(OSS)=O 1-(disulfanyl) ethylcarbamate